(1S)-5-bromo-7-methoxy-2,3-dihydro-1H-inden-1-ol BrC=1C=C2CC[C@@H](C2=C(C1)OC)O